tert-butyl 2-((4-bromo-3-methylphenyl) sulfonamido)-7-azaspiro[3.5]nonane-7-carboxylate BrC1=C(C=C(C=C1)S(=O)(=O)NC1CC2(C1)CCN(CC2)C(=O)OC(C)(C)C)C